N-(2-(cyclopropylethynyl)phenyl)-4-methylbenzenesulfonamide C1(CC1)C#CC1=C(C=CC=C1)NS(=O)(=O)C1=CC=C(C=C1)C